O=C1N(CC2=CC=C(C=C12)C=1C=CC(=NC1)N1CCN(CC1)CCCCCCCC(=O)N)C(C(NC=1SC=CN1)=O)C1=CC=CC=C1 8-(4-(5-(3-oxo-2-(2-oxo-1-phenyl-2-(thiazol-2-ylamino)ethyl)isoindolin-5-yl)pyridin-2-yl)piperazin-1-yl)octanamide